FC1=NC(=CC=C1B(O)O)C(F)(F)F (2-Fluoro-6-(trifluoromethyl)pyridin-3-yl)boronic acid